(S)-2-chloro-4-methylvaleric acid Cl[C@H](C(=O)O)CC(C)C